[Si+4].[Sb+]=[Se] antimonous selenide silicon